C1(=CC=CC=C1)C(CCC1OC(OCC1)CC\C=C/CCCCCCC)=O (+-)-(Z)-1-phenyl-3-(2-(undec-3-en-1-yl)-1,3-dioxan-4-yl)propan-1-one